NC1=CC=C(OC2=CC=C(OC3=CC=C(N)C=C3)C=C2)C=C1 4-[4-(4-aminophenoxy)phenoxy]aniline